The molecule is an organic sodium salt that is the trisodium salt of 4,4'-{({4-[(4-sulfophenyl)imino]cyclohexa-2,5-dien-1-ylidene}methylene)bis[(4,1-phenylene)azanediyl]}di(benzene-1-sulfonic acid). A histological dye that can be used either on its own or part of a mixture (aniline blue WS) for staining collagen in Masson's trichrome and Mallory's method for connective tissue. It has a role as a histological dye and a fluorochrome. It contains a methyl blue(2-). C1=CC(=CC=C1[C+](C2=CC=C(C=C2)NC3=CC=C(C=C3)S(=O)(=O)[O-])C4=CC=C(C=C4)NC5=CC=C(C=C5)S(=O)(=O)[O-])NC6=CC=C(C=C6)S(=O)(=O)[O-].[Na+].[Na+]